ClC1=NC2=CC(=CC=C2C=C1C1CC(=NN1C(CCCC(=O)N1CCOCC1)=O)C1=CC=C(C=C1)I)OCC 1-(5-(2-chloro-7-ethoxyquinolin-3-yl)-3-(4-iodophenyl)-4,5-dihydro-1H-pyrazol-1-yl)-5-morpholinopentane-1,5-dione